NCC[Si](OC)(OC)OC β-amino-ethyltrimethoxysilane